ClC1=CC=C(C=C1)C1OC(=C(C1=O)OS(=O)(=O)CC1=CC=C(C=C1)F)N 2-(4-chlorophenyl)-4-[[4-fluorophenyl-methylsulfonyl]oxy]-5-amino-3(2H)-furanone